3-(5-(3-hydroxy-1-methyl-2-oxopyrrolidin-3-yl)phenyl)-6-methoxypyridine-amide OC1(C(N(CC1)C)=O)C=1C=CC=C(C1)C=1C(=NC(=CC1)OC)C(=O)N